C(=O)(OCC1=CC=CC=C1)NCCCCCC(=O)O 6-(carbobenzyloxyamino)-caproic acid